4-(2-(methylthio)quinoxalin-6-yl)aniline CSC1=NC2=CC=C(C=C2N=C1)C1=CC=C(N)C=C1